tert-butyl [(2-{[(4-bromophenyl)carbamoyl]amino}-2,4-dimethylpentanoyl)amino]acetate BrC1=CC=C(C=C1)NC(=O)NC(C(=O)NCC(=O)OC(C)(C)C)(CC(C)C)C